FC=1C(=C(C=CC1F)[C@H]1[C@@H](O[C@]([C@H]1C)(C(F)(F)F)C)C(=O)NC1=C(C(=NC=C1)C(=O)N)F)OC 4-((2R,3S,4S,5R)-3-(3,4-difluoro-2-methoxyphenyl)-4,5-dimethyl-5-(trifluoromethyl)tetrahydrofuran-2-carboxamido)-3-fluoropicolinamide